ClC1=C(C=CC=C1)N1CCN(CC1)C1=CC(=NC(=C1)N)C1=NC=CC=C1 4-(4-(2-chlorophenyl)piperazin-1-yl)-[2,2'-bipyridin]-6-amine